OC1CCC(CC1)C(=O)N 4-hydroxy-(1r,4r)-cyclohexanecarboxamide